ClC=1C=CC(=C(C1)C(C(=O)OC)(C)C)S(N[C@@H](C(C)C1=C(C(=CC=C1F)C)C)C=1OC(NN1)=O)(=O)=O methyl 2-(5-chloro-2-(N-((1S)-2-(6-fluoro-2,3-dimethylphenyl)-1-(5-oxo-4,5-dihydro-1,3,4-oxadiazol-2-yl) propyl) sulfamoyl) phenyl)-2-methylpropionate